CN([C@@H]1CC[C@H](CC1)C=1C(=C(C2=C(OC(O2)C)C1)C)C(=O)NCC=1C(NC(=CC1C)C)=O)C trans-4-(dimethylamino)cyclohexyl-N-[(4,6-dimethyl-2-oxo-1,2-dihydropyridin-3-yl)methyl]-2,4-dimethyl-1,3-benzodioxole-5-carboxamide